(+/-)-trans-4-(2-Pyridinyl)-pyrrolidine-3-carboxylic acid dihydrochloride C1C(C(CN1)C(=O)O)C2=CC=CC=N2.Cl.Cl